ClC=1C=NC(=C(C(=O)NC2CCC(CC2)CN2C(N(C3=C2C=CC=C3)C=3C=NC(=C(C3)C)NC)=O)C1)C 5-chloro-2-methyl-N-((1r,4r)-4-((3-(5-methyl-6-(methylamino)pyridin-3-yl)-2-oxo-2,3-dihydro-1H-benzo[d]imidazol-1-yl)methyl)cyclohexyl)nicotinamide